4-(((2-(tert-butoxy)-2-oxoethyl)carbamoyl)oxy)-1-(7,8-dichloro-4-(1H-imidazol-1-yl)naphthalen-2-yl)pyrrolidine-2-carboxylate C(C)(C)(C)OC(CNC(=O)OC1CC(N(C1)C1=CC2=C(C(=CC=C2C(=C1)N1C=NC=C1)Cl)Cl)C(=O)[O-])=O